C(C)OC(CCBr)=O 3-bromopropanoic acid ethyl ester